phenyl-[4-(4-vinyl-benzyloxymethyl)-phenyl]-methanone C1(=CC=CC=C1)C(=O)C1=CC=C(C=C1)COCC1=CC=C(C=C1)C=C